Cl.NC(C)C1=C(OC2=C(C=CC=C2C1=O)F)C1=CC=CC=C1 (1-aminoethyl)-8-fluoro-2-phenyl-4H-chromen-4-one hydrochloride